methyl 4-(6-(difluoromethyl)-3-methoxypyridazin-4-yl)-6-methylnicotinate FC(C1=CC(=C(N=N1)OC)C1=CC(=NC=C1C(=O)OC)C)F